2-methoxy-N-(8'-(2-oxopyrrolidin-1-yl)-4'H-spiro[cyclopropane-1,5'-naphtho[2,1-d]isoxazol]-3'-yl)benzenesulfonamide COC1=C(C=CC=C1)S(=O)(=O)NC1=NOC2=C1CC1(C3=CC=C(C=C32)N3C(CCC3)=O)CC1